2-(3,5-Dichloro-4-((9-isopropyl-9H-purin-6-yl)oxy)phenyl)-3,5-dioxo-2,3,4,5-Tetrahydro-[1,2,4]triazine-6-carbonitrile ClC=1C=C(C=C(C1OC1=C2N=CN(C2=NC=N1)C(C)C)Cl)N1N=C(C(NC1=O)=O)C#N